(2S)-1-[(13Z)-docos-13-en-1-yl-oxy]-3-(hexyloxy)-N,N-dimethylpropan-2-amine C(CCCCCCCCCCC\C=C/CCCCCCCC)OC[C@H](COCCCCCC)N(C)C